OCCNC(CCCCCCCCCCCCCCCCC)=O N-hydroxyethyl-stearic acid amide